(5-bromo-2-ethynylphenethoxy)(tert-butyl)dimethylsilane BrC=1C=CC(=C(CCO[Si](C)(C)C(C)(C)C)C1)C#C